toluene americium [Am].CC1=CC=CC=C1